C(C)(C)(C)OC(=O)N1OCCC1C=1C=NC(=CC1)Cl 3-(6-chloro-3-pyridinyl)isoxazolidine-2-carboxylic acid tert-butyl ester